ClC=1C(=NC(=NC1)NC=1C=NN(C1)CCOC)C1=C(C(=O)O)C=CC=C1 (5-chloro-2-((1-(2-methoxyethyl)-1H-pyrazol-4-yl)amino)pyrimidin-4-yl)benzoic acid